Cl.C1(CCCCC1)C1=C(C#N)C(=CC(=C1)C1CCCCC1)N1CCNCC1 2,4-dicyclohexyl-6-(piperazin-1-yl)benzonitrile hydrochloride